FC1=C(C=C(C=C1)OCC(CCC)CCC)C(C)=O 1-(2-Fluoro-5-((2-propylpentyl)oxy)phenyl)ethan-1-one